1-(3,4-dichlorophenyl)-3-(4-hydroxyphenylethyl)urea ClC=1C=C(C=CC1Cl)NC(=O)NCCC1=CC=C(C=C1)O